C(C1=CC=CC=C1)OC1=CC(=CN2N3CC4=C(CN(C=C21)C3)C=CC(=C4)F)I 1-(benzyloxy)-9-fluoro-3-iodo-7,12-dihydro-6,13-methanobenzo[g]pyrido[1,2-b][1,2,5]triazonine